NC1=C2N=CN(C2=NC=N1)C[C@@H](C)OCP(OCCCSCCCCCCCCCCCC[Si](C)(C)CC(C)C)(O)=O 3-((12-(isobutyldimethylsilyl)dodecyl)thio)propyl hydrogen ((((R)-1-(6-amino-9H-purin-9-yl)propan-2-yl)oxy)methyl)phosphonate